BrC1=CC2=C(C=3OC4=C(C3S2(=O)=O)C=CC(=C4)Br)C=C1 2,7-dibromobenzo[4,5]thieno[3,2-b]benzofuran 10,10-dioxide